NC1=NN2C(C=C(C=C2)C=2C=NN(C2)CC(=O)NC2=CC=C(C=C2)C(C)(F)F)=N1 2-[4-(2-Amino-[1,2,4]triazolo[1,5-a]pyridin-7-yl)pyrazol-1-yl]-N-[4-(1,1-difluoroethyl)phenyl]acetamide